C(C)OC(=C(C(C)=NC1=CC(=CC(=C1)F)F)C1=CC=C(C=C1)OC1=CC=C(C=C1)OC(F)(F)F)O 1-ethoxy-3-((3,5-difluorophenyl)imino)-2-(4-(4-(trifluoromethoxy)phenoxy)phenyl)but-1-en-1-ol